C1(CCC1)CN1CC2(CN(C2)C=2C(=C3C(=CN2)NC(=C3C(C)C)C=3C(=C(C=2N(C3)N=CN2)C)C)F)C1 6-(5-(6-(cyclobutylmethyl)-2,6-diazaspiro[3.3]hept-2-yl)-4-fluoro-3-isopropyl-1H-pyrrolo[2,3-c]pyridin-2-yl)-7,8-dimethyl-[1,2,4]triazolo[1,5-a]pyridine